4-((4-(3-amino-1H-pyrazol-5-yl)-2,6-difluorobenzyl)oxy)phenyl sulfurofluoridate S(OC1=CC=C(C=C1)OCC1=C(C=C(C=C1F)C1=CC(=NN1)N)F)(=O)(=O)F